[Si](C)(C)(C(C)(C)C)O[C@H]1[C@@H](CCC(C1)=O)NC(OC(C)(C)C)=O tert-butyl ((1R,2R)-2-((tert-butyldimethylsilyl)oxy)-4-oxocyclohexyl)carbamate